C1=CC(=C(N=C1)SSC2=C(C=CC=N2)C(=O)O)C(=O)O Dithiodinicotinic acid